acryloyloxydecane-1,1-dicarboxylic acid C(C=C)(=O)OC(CCCCCCCCC)(C(=O)O)C(=O)O